FC1=C(C(=CC(=C1F)F)F)[B-](C1=C(C(=C(C=C1F)F)F)F)(C1=C(C(=C(C=C1F)F)F)F)C1=C(C(=C(C=C1F)F)F)F.C[NH+](C(C)(C)C)C dimethyl(tert-butyl)ammonium tetra(2,3,4,6-tetrafluorophenyl)borate